Cl.O=C1NC(CCC1N1C(C2=CC=CC(=C2C1=O)OCC(=O)N)=O)=O 2-((2-(2,6-dioxopiperidin-3-yl)-1,3-dioxoisoindolin-4-yl)oxy)acetamide hydrochloride